C1=CC=C(C=2C3=CC=CC=C3C3(C12)C1=CC=CC=C1C=1C=CC=CC13)C1=NC(=NC(=N1)C1=CC=C(C=C1)C(C)(C)C)C1=CC=C(C=C1)C(C)(C)C 2-(9,9'-spirobifluoren-4-yl)-4,6-bis(4-(tert-butyl)phenyl)-1,3,5-triazine